Methyl 6-nitrooxyhexanoate [N+](=O)([O-])OCCCCCC(=O)OC